1'-[(6-Bromo-4-methyl-3-pyridinyl)sulfonyl]-5'-fluoro-7'-methyl-spiro[cyclopropane-1,3'-indoline] BrC1=CC(=C(C=N1)S(=O)(=O)N1CC2(C3=CC(=CC(=C13)C)F)CC2)C